2-((S)-1-Acryloyl-4-((R)-7-((R)-3,7-difluoro-3,4-dihydroquinolin-1(2H)-yl)-2-(3-(dimethylamino)azetidin-1-yl)-5,6,7,8-tetrahydroquinazolin-4-yl)piperazin-2-yl)acetonitrile C(C=C)(=O)N1[C@H](CN(CC1)C1=NC(=NC=2C[C@@H](CCC12)N1C[C@@H](CC2=CC=C(C=C12)F)F)N1CC(C1)N(C)C)CC#N